CS(=O)(=O)OO.[Sn] tin hydroxy methanesulfonate